NCCCN1C=NC=C1 1-(3-Aminopropyl)-imidazole